3-cyclobutyl-4-(1-methyl-1H-pyrazole-4-carbonyl)-1,3,4,5-tetrahydro-2H-benzo[1,4]diazepin-2-one C1(CCC1)C1C(NC2=C(CN1C(=O)C=1C=NN(C1)C)C=CC=C2)=O